COC1=C(C=C(C=C1)/C=C/C(=O)C1=CC=C(C=C1)S(=O)(=O)N(CC(=O)O)C)C 2-[[4-[(E)-3-(4-Methoxy-3-methylphenyl)prop-2-enoyl]phenyl]sulfonyl-methylamino]acetic acid